[N+](=O)([O-])C=1C=C(C(=O)NC=2NC3=C(N2)C=CC=C3)C=CC1 2-(3-nitrobenzoylamino)benzimidazole